Ethyl-(E)-2-amino-5,5-dimethyl-3-hexenoat C(C)OC(C(\C=C\C(C)(C)C)N)=O